tert-butyl (S)-4-((4'-chloro-2-(hydroxy(1-(4-(methoxycarbonyl)phenyl)piperidin-4-yl)methyl)-[1,1'-biphenyl]-4-yl)methyl)piperazine-1-carboxylate ClC1=CC=C(C=C1)C1=C(C=C(C=C1)CN1CCN(CC1)C(=O)OC(C)(C)C)[C@H](C1CCN(CC1)C1=CC=C(C=C1)C(=O)OC)O